tert-Butyl ((2-chloro-[1,1'-biphenyl]-4-yl)methyl)(3-(hydroxyamino)-3-iminopropyl)carbamate ClC1=C(C=CC(=C1)CN(C(OC(C)(C)C)=O)CCC(=N)NO)C1=CC=CC=C1